5-[4-amino-5-(trifluoromethyl)pyrrolo[2,1-f][1,2,4]triazin-7-yl]-N-[1-(2-cyclopropylethyl)-4-fluoropyrrolidin-3-yl]-2-methoxypyridine-3-carboxamide NC1=NC=NN2C1=C(C=C2C=2C=C(C(=NC2)OC)C(=O)NC2CN(CC2F)CCC2CC2)C(F)(F)F